methyl 3-(9-((4-(((tert-butoxycarbonyl)amino)methyl)-2-methylphenyl)carbamoyl)-2-methyl-4,5-dihydrobenzo[b]thieno[2,3-d]oxepin-8-yl)-6-(propylcarbamoyl)picolinate C(C)(C)(C)OC(=O)NCC1=CC(=C(C=C1)NC(=O)C1=CC2=C(OCCC3=C2SC(=C3)C)C=C1C=1C(=NC(=CC1)C(NCCC)=O)C(=O)OC)C